[NH2+]1N=NC2=NC=CC=C21 1H-1,2,3-triazolo[4,5-b]Pyridinium